C(C)C1(NC(N(C(C1)=O)[C@@H]1CCOC2=CC=C(C=C12)C(=O)N[C@H]1C(CC2=CC=CC=C12)(C)O)=N)CC (4R)-4-(4,4-diethyl-2-imino-6-oxotetrahydropyrimidin-1(2H)-yl)-N-((1R)-2-hydroxy-2-methyl-2,3-dihydro-1H-inden-1-yl)chromane-6-carboxamide